biotin methyl-potassium salt C[K].OC(=O)CCCC[C@@H]1SC[C@@H]2NC(=O)N[C@H]12